C(C1=CC=CC=C1)OC1=CC=C(C=C1)C1=CCN(CC1)S(=O)(=O)C1=CC=C(C(=O)NCC(=O)OC(C)(C)C)C=C1 tert-butyl 2-(4-((4-(4-(benzyloxy)phenyl)-5,6-dihydropyridin-1(2H)-yl)sulfonyl)benzamido)acetate